CPC Dimethyl-Phosphine